ClC1=C(C(=O)N)C(=CC(=C1)C1=NNC2=NC=C(C=C21)C=2C=CC1=C(CC[C@H](CC1)N1CCCC1)C2)C 2-Chloro-6-methyl-4-{5-[(7S)-7-(pyrrolidin-1-yl)-6,7,8,9-tetrahydro-5H-benzo[7]annulen-2-yl]-1H-pyrazolo[3,4-b]pyridin-3-yl}benzamide